N-(4-chloro-3-fluorobenzyl)-1-(((3S)-1-((3-hydroxy-3-methyl-1-azetidinyl)sulfonyl)-3-piperidinyl)carbonyl)-D-prolinamide ClC1=C(C=C(CNC([C@@H]2N(CCC2)C(=O)[C@@H]2CN(CCC2)S(=O)(=O)N2CC(C2)(C)O)=O)C=C1)F